6-(5-(4-((1-acetylpiperidin-4-yl)oxy)-3-fluorophenyl)-2-amino-6-fluoropyridin-3-yl)-3,4-dihydroisoquinolin-1(2H)-one C(C)(=O)N1CCC(CC1)OC1=C(C=C(C=C1)C=1C=C(C(=NC1F)N)C=1C=C2CCNC(C2=CC1)=O)F